ClC1=NC=C(C(=N1)NC1CC(CC1)(F)F)[N+](=O)[O-] 2-chloro-N-(3,3-difluorocyclopentyl)-5-nitropyrimidin-4-amine